methyl 4-fluoro-2-methyl-indazole-5-carboxylate FC=1C2=CN(N=C2C=CC1C(=O)OC)C